ClC=1C=C2C=CC(OC2=C(C1)C=1N=C(OC1)N)(C)C 4-(6-chloro-2,2-dimethyl-2H-chromen-8-yl)oxazol-2-amine